BrCC(=O)C1=CC=C(S1)C1CN(C1)C(=O)OC(C)(C)C tert-butyl 3-(5-(2-bromoacetyl)thiophen-2-yl)azetidine-1-carboxylate